6-(8-(benzo[d]thiazol-2-ylcarbamoyl)-3,4-dihydroisoquinolin-2(1H)-yl)-3-(1-(1-cyclohexyl-3-morpholinopropyl)-5-methyl-1H-pyrazol-4-yl)picolinic acid tert-butyl ester C(C)(C)(C)OC(C1=NC(=CC=C1C=1C=NN(C1C)C(CCN1CCOCC1)C1CCCCC1)N1CC2=C(C=CC=C2CC1)C(NC=1SC2=C(N1)C=CC=C2)=O)=O